CC1=NC=C(C(=C1)C1=CC=2N(C=C1)N=C(C2)NC=2C=NC=NC2)OC2C[C@@H]1COC[C@H](C2)N1C 5-[2-methyl-5-[[(1S,5R,7s)-9-methyl-3-oxa-9-azabicyclo[3.3.1]nonan-7-yl]oxy]-4-pyridyl]-N-pyrimidin-5-yl-pyrazolo[1,5-a]pyridin-2-amine